(((S)-5-((S)-2-(3-(aminomethyl)bicyclo[1.1.1]pentane-1-carboxamido)-3-(naphthalen-2-yl)propanamido)-1-carboxypentyl)carbamoyl)-L-glutamic acid NCC12CC(C1)(C2)C(=O)N[C@H](C(=O)NCCCC[C@@H](C(=O)O)NC(=O)N[C@@H](CCC(=O)O)C(=O)O)CC2=CC1=CC=CC=C1C=C2